C(C)C=1SC2=C(N(C=3C(N(N=CC32)CC3=CC(=CC=C3)OC)=O)C)N1 2-Ethyl-6-(3-methoxybenzyl)-4-methyl-4H-thiazolo[5',4':4,5]pyrrolo[2,3-d]pyridazin-5(6H)-one